5-(5-Amino-7-phenyl-[1,2,4]triazolo[4,3-c]pyrimidin-8-yl)-1-isopropylpyridin NC1=NC(=C(C=2N1C=NN2)C=2C=CCN(C2)C(C)C)C2=CC=CC=C2